[Zn+2].[O-2].[Ti+4].[O-2].[O-2] Titanium oxide Zinc